3-pentyldecyl-7-((5-hydroxy-pentyl)amino)-heptanoate C(CCCC)C(CCOC(CCCCCCNCCCCCO)=O)CCCCCCC